Dioxaphosphorinane C1COOPC1